1,3,4-octanetriol C(CC(C(CCCC)O)O)O